6-(4-(methylsulfonyl)morpholine-3-carboxamido)pyridazine-3-sulfonyl chloride CS(=O)(=O)N1C(COCC1)C(=O)NC1=CC=C(N=N1)S(=O)(=O)Cl